CN(C)CC(CCCCCCCC\C=C/CCCCCC(=O)OCC)CCCCCCCCC ethyl (7Z)-17-[(dimethylamino)methyl]hexacos-7-enoate